Tert-butyl pyrazole-1-carboxylate N1(N=CC=C1)C(=O)OC(C)(C)C